diphenyl-isopentyloxyphosphine C1(=CC=CC=C1)P(OCCC(C)C)C1=CC=CC=C1